COC(=O)C1CC2=C(N=NC(=C2)Cl)N(C1=O)[C@H]1CN(CCC1)C(=O)OC(C)(C)C methyl-8-((R)-1-(tert-butoxycarbonyl) piperidin-3-yl)-3-chloro-7-oxo-5,6,7,8-tetrahydropyrido[2,3-c]pyridazine-6-carboxylate